[C@@H]12CNC[C@H]2C1NC(C=C)=O N-[(1R,5S)-3-azabicyclo[3.1.0]hexan-6-yl]prop-2-enamide